C(CC)SCCSCCC1=NC=CC=C1 2-[2-(2-propylsulfanylethyl-sulfanyl)ethyl]pyridine